NC=1C(=C(C=C2C=C(N=CC12)NC(=O)C1C(C1C=1C=NN(C1)C)C)C1=C(C2=C(OCCN2)N=C1)C)F trans-N-(8-amino-7-fluoro-6-(8-methyl-2,3-dihydro-1H-pyrido[2,3-b][1,4]oxazin-7-yl)isoquinolin-3-yl)-2-methyl-3-(1-methyl-1H-pyrazol-4-yl)cyclopropane-1-carboxamide